CC(C)(C)[S@@](=O)N |o1:4| (R)- or (S)-2-methyl-2-propanesulfinamide